2-[1-(3,3-dimethyl-1-cyclopenten-1-yl) ethoxy]-2-methylpropyl propionate C(CC)(=O)OCC(C)(C)OC(C)C1=CC(CC1)(C)C